CC1(CCN(CC1)C1=NC=C(C=C1[N+](=O)[O-])C(F)(F)F)O 4-methyl-1-[3-nitro-5-(trifluoromethyl)-2-pyridyl]piperidin-4-ol